ClC1=C(C=CC2=C3N(N=C12)CCN([C@H]3C)C(CO)=O)Cl (S)-1-(7,8-dichloro-1-methyl-3,4-dihydropyrazino[1,2-b]indazol-2(1H)-yl)-2-hydroxyethan-1-one